C(#N)C1=CC=C(C=N1)C1=CC=2C(=NC=C(C2)C(=O)NC=2C(=NC=C(C2)NC(CN2[C@H](CCC2)C)=O)C)N1 (S)-2-(6-cyanopyridin-3-yl)-N-(2-methyl-5-(2-(2-methylpyrrolidin-1-yl)acetamido)pyridin-3-yl)-1H-pyrrolo[2,3-b]pyridine-5-carboxamide